COC=1C=C(C=CC1OC)[C@@H](C)NC(\C=C\C1=CNC2=NC=CC(=C21)C2=CC=C(C=C2)NS(=O)(=O)C)=O (R,E)-N-(1-(3,4-dimethoxyphenyl)ethyl)-3-(4-(4-(methylsulfonamido)phenyl)-1H-pyrrolo[2,3-b]pyridin-3-yl)acrylamide